FC=1C=C(CC2=CN=C3N2C=CC(=C3)CO)C=CC1F (3-(3,4-difluorobenzyl)imidazo[1,2-a]pyridin-7-yl)methanol